OC1=C(C=CC=C1)O hydroxyl-phenol